methyl 5-chloro-2-methoxy-3-(tetrahydrofuran-2-yl)benzoate ClC=1C=C(C(=C(C(=O)OC)C1)OC)C1OCCC1